6-OXO-1,6-DIHYDRO-PYRIDAZINE-3-CARBOXYLIC ACID O=C1C=CC(=NN1)C(=O)O